3-(3-dimethylaminomethyl-4-hydroxy-1-phenethyl-piperidin-4-yl)-benzamide CN(C)CC1CN(CCC1(O)C=1C=C(C(=O)N)C=CC1)CCC1=CC=CC=C1